C(CCCC(=O)O)(=O)N[C@@H](CC(=O)O)C(=O)N glutaryl-aspartic acid amide